3-iodo-1-methyl-1H-indazole-5-carboxylic acid IC1=NN(C2=CC=C(C=C12)C(=O)O)C